OC12CC3(CC(CC(C1)C3)C2)NCC(=O)N2[C@@H](CCC2)C#N (S)-{[(3-hydroxyadamantan-1-yl)amino]acetyl}pyrrolidine-2-carbonitrile